CC1C(C1)(C(=O)OCCN1CC2=C(CC1)N=C(S2)C=2C(=C(C=CC2)C2=C(C(=CC=C2)OCCCN2CCC1(CCOCC1)CC2)C)C)C 2-(2-(3'-(3-(3-oxa-9-azaspiro[5.5]undecan-9-yl)propoxy)-2,2'-dimethyl-[1,1'-biphenyl]-3-yl)-6,7-dihydrothiazolo[5,4-c]pyridin-5(4H)-yl)ethanol Methyl-1-methylcyclopropancarboxylat